1-((2,3-dihydro-1H-pyrrolo[2,3-b]pyridin-4-yl)methyl)-5,5-dimethyl-3-(4-((trifluoromethyl)thio)phenyl)imidazolidine-2,4-dione N1CCC=2C1=NC=CC2CN2C(N(C(C2(C)C)=O)C2=CC=C(C=C2)SC(F)(F)F)=O